Dihydrothien-3(2H)-one S1CC(CC1)=O